C1(CCCCC1)C(C(C(=O)NC1=NC=C(C=C1F)C=1C(=NNC1C)C)NC(=O)C=1N(N=CC1)CC)C1CCCCC1 N-[1-(dicyclohexylmethyl)-2-[[5-(3,5-dimethyl-1H-pyrazol-4-yl)-3-fluoro-2-pyridinyl]amino]-2-oxo-ethyl]-2-ethyl-pyrazole-3-carboxamide